2-(2-ethoxy)ethoxyethylamine CCOCCOCCN